3,4-dihydro-2H-imidazole-2-carboxylic acid ethyl ester C(C)OC(=O)C1N=CCN1